2-amino-5-chloro-pyridine-4-carboxylic acid methyl ester COC(=O)C1=CC(=NC=C1Cl)N